2-chloro-4-((1-(hydroxymethyl)cyclobutyl)amino)-6,7-dihydrothieno[3,2-d]pyrimidine 5,5-dioxide ClC=1N=C(C2=C(N1)CCS2(=O)=O)NC2(CCC2)CO